N-((4-bromo-1-tosyl-1H-pyrrol-2-yl)methylene)-2-methylpropane-2-sulfinamide BrC=1C=C(N(C1)S(=O)(=O)C1=CC=C(C)C=C1)C=NS(=O)C(C)(C)C